[Na+].[Na+].P(=O)([O-])([O-])OC[C@@H]1[C@H]([C@@H]([C@H]([C@@](O)(O1)C(C)=O)NC(C)=O)O)O acetyl-N-Acetyl-α-D-glucosamine 6-phosphate disodium salt